FC1=CC2=C(N(C(=N2)C=2C=NC=C(C2)CN2C=NC=C2)CC[18F])C=C1F 5,6-difluoro-1-(2-[18F]fluoroethyl)-2-[5-(imidazol-1-ylmethyl)pyridin-3-yl]benzimidazole